N-(6-(benzo[d][1,3]dioxol-5-yl)-1-(3-chlorophenyl)-1H-pyrazolo[3,4-d]pyrimidin-4-yl)-5-nitrothiophene-2-carboxamide O1COC2=C1C=CC(=C2)C2=NC(=C1C(=N2)N(N=C1)C1=CC(=CC=C1)Cl)NC(=O)C=1SC(=CC1)[N+](=O)[O-]